Meta-aminobenzenesulfonic acid NC=1C=C(C=CC1)S(=O)(=O)O